1-(4-((4-((3-fluoro-4-((1-(2-methoxypyrimidin-5-yl)-1H-pyrazol-3-yl)oxy)phenyl)amino)-7-methoxyquinazolin-6-yl)amino)piperidin-1-yl)prop-2-en-1-one FC=1C=C(C=CC1OC1=NN(C=C1)C=1C=NC(=NC1)OC)NC1=NC=NC2=CC(=C(C=C12)NC1CCN(CC1)C(C=C)=O)OC